BrC=1C=CC=2N(C1)C(=C(N2)\C=C\C2=CC=CC=C2)N(C=2SC=C(N2)C2=CC=C(C=C2)F)C (E)-N-(6-bromo-2-styrylimidazo[1,2-a]pyridin-3-yl)-4-(4-fluorophenyl)-N-methylthiazol-2-amine